C(C(C)(C)C)(=O)OCOP(=O)(OCOC(C(C)(C)C)=O)[O-].C(C)[NH+](CC)CC triethylammonium bis(pivaloyloxymethyl)phosphate